2,4,6-trimethylisophthalic acid CC1=C(C(=O)O)C(=CC(=C1C(=O)O)C)C